COC1=CC=C(CNC=2C=C3C(=C(C(=NC3=CC2)C2=CC=CC=C2)C2=CC=CC=C2)N)C=C1 N6-(4-methoxybenzyl)-2,3-diphenylquinoline-4,6-diamine